C(CCC)[Sn](C1=C(N=C(S1)C(=C)OCC)C(F)(F)F)(CCCC)CCCC tributyl-[2-(1-ethoxyvinyl)-4-(trifluoromethyl)thiazol-5-yl]stannane